C(C)(C)(C)OC(=O)N1CC2=C(N=C(N=C2)NCCC2=CC=C(C=C2)OC)CC1 2-(4-Methoxyphenylethyl)amino-7,8-dihydropyrido[4,3-d]pyrimidine-6(5H)-carboxylic acid tert-butyl ester